C(C=C)N(C(COC1=CC2=C(OCO2)C=C1)=O)CC=1SC=CC1 N-allyl-2-(benzo[d][1,3]dioxol-5-yloxy)-N-(thiophen-2-ylmethyl)acetamide